C(C1=CC=CC=C1)N1N=CC(=C1)C(C(C)[N+](=O)[O-])O 1-(1-benzyl-1H-pyrazol-4-yl)-2-nitropropan-1-ol